O(C1=CC=CC=C1)CC(C)O phenoxy-2-propanol